(S)-ethyl 4-(4-fluoro-5-(3-((4-fluoro-6-methoxy-2-((S)-4-methoxy-3-methyl-4-oxobutanoyl) isoindolin-5-yl) oxy) propoxy)-6-methoxybenzo[b]thiophen-2-yl)-2-methyl-4-oxobutanoate FC1=C(C(=CC=2SC(=CC21)C(C[C@@H](C(=O)OCC)C)=O)OC)OCCCOC=2C(=C1CN(CC1=CC2OC)C(C[C@@H](C(=O)OC)C)=O)F